C(N)(=O)C1=CC(=C(C(=C1)[N+](=O)[O-])NCC=CCNC1=C(C=C(C2=C1C=C(O2)C)C(=O)N)[N+](=O)[O-])OC 4-((4-((4-carbamoyl-2-methoxy-6-nitrophenyl)amino)but-2-en-1-yl)amino)-2-methyl-5-nitrobenzofuran-7-carboxamide